CN1[C@@H]2[C@H](OCC1)CN(C2)C2=CC1=C(N(C=N1)C1=CC=C(C(=N1)N1N=C(C=C1C)C#N)C1OCCO1)C=C2 1-[6-[5-[(4aS,7aR)-4-methyl-2,3,4a,5,7,7a-hexahydropyrrolo[3,4-b][1,4]oxazin-6-yl]benzimidazol-1-yl]-3-(1,3-dioxolan-2-yl)-2-pyridyl]-5-methyl-pyrazole-3-carbonitrile